O=CC(=O)Cl (oxo)acetyl chloride